2-(4-((2-ethoxy-3,4-dioxocyclobut-1-en-1-yl)amino)phenyl)acetic acid C(C)OC1=C(C(C1=O)=O)NC1=CC=C(C=C1)CC(=O)O